benzyl (2S)-2-(cyanomethyl)-4-(2-methylsulfanyl-5,6,7,8-tetrahydropyrido[3,4-d]pyrimidin-4-yl)piperazine-1-carboxylate C(#N)C[C@@H]1N(CCN(C1)C=1C2=C(N=C(N1)SC)CNCC2)C(=O)OCC2=CC=CC=C2